1,3-di-tert-butyl-benzene C(C)(C)(C)C1=CC(=CC=C1)C(C)(C)C